C(=O)(O)CCCCCCCCCC[Si]1(O[Si](O[Si](O[Si](O1)(C)CCCCCCCCCCC(=O)O)(C)CCCCCCCCCCC(=O)O)(C)CCCCCCCCCCC(=O)O)C 11-[4,6,8-tris(10-carboxydecyl)-2,4,6,8-tetramethyl-1,3,5,7,2,4,6,8-tetraoxatetrasilocan-2-yl]undecanoic acid